tert-butyl 4-(4-chloro-7-hydroxy-1,8-naphthyridin-3-yl)piperazine-1-carboxylate ClC1=C(C=NC2=NC(=CC=C12)O)N1CCN(CC1)C(=O)OC(C)(C)C